C1(=CC=C(C=C1)N(C1=CC=C(C=C1)C(C)=O)C1=CC=C(C=C1)C)C 1-(4-(di-p-tolylamino)phenyl)ethane-1-one